NC1=NC2=CC(=C(C=C2C=C1C)C(=O)N(CC1=NC=C(C=C1)C#N)[C@@H]1[C@@H](CCC1)C#N)F 2-amino-N-((1S,2R)-2-cyanocyclopentyl)-N-((5-cyano-2-pyridinyl)methyl)-7-fluoro-3-methyl-6-quinolinecarboxamide